ClC1=CC=C(C=C1)C=1N=C2N(C=CC=N2)C1CN1CC2CCC(C1)N2C(=O)N2CCCC2 (3-{[2-(4-chlorophenyl)imidazo[1,2-a]pyrimidin-3-yl]methyl}-3,8-diazabicyclo[3.2.1]oct-8-yl)(pyrrolidin-1-yl)methanone